(4-chloro-5-fluoropyridin-3-yl)(4-(2-fluoro-3-methoxyphenoxy)phenyl)methanone ClC1=C(C=NC=C1F)C(=O)C1=CC=C(C=C1)OC1=C(C(=CC=C1)OC)F